3-((3-(2-chloro-4-fluorophenyl)allyl)thio)-5,5-dimethyl-4,5-dihydroisoxazole ClC1=C(C=CC(=C1)F)C=CCSC1=NOC(C1)(C)C